BrC1=C(C=C(C=N1)N1N=NC(=C1)C(=O)O)F 1-(6-bromo-5-fluoropyridin-3-yl)-1H-1,2,3-triazole-4-carboxylic acid